C[C@@H]1N(CCN(C1)C1=NC=CC(=C1)C1=NNC2=CC=C(C=C12)OC1(CC1)C)C(=O)OC(C)(C)C tert-butyl (2S)-2-methyl-4-[4-[5-(1-methylcyclopropoxy)-1H-indazol-3-yl]-2-pyridyl]piperazine-1-carboxylate